2-(3-Methoxy-N-[3-(1-methylpyrazol-4-yl)quinoxalin-6-yl]anilino)ethanol COC=1C=C(N(C=2C=C3N=C(C=NC3=CC2)C=2C=NN(C2)C)CCO)C=CC1